ClC=1C=C(OC2=C(N=CN(C2=O)CC=2C=C(C(NN2)=O)C(=O)OC)C(F)(F)F)C=C(C1)C#N methyl 6-((5-(3-chloro-5-cyanophenoxy)-6-oxo-4-(trifluoromethyl)pyrimidin-1(6H)-yl) methyl)-3-oxo-2,3-dihydropyridazine-4-carboxylate